C(#N)C1=C(C=C(C=C1)NC([C@@](COC1=CC=C(C=C1)C#N)(C)OC(C1=CN=CC=C1)=O)=O)C(F)(F)F (S)-1-((4-cyano-3-(trifluoromethyl)phenyl)amino)-3-(4-cyanophenoxy)-2-methyl-1-oxopropane-2-ylnicotinate